C(CCCOCCO)OCCO 2,2'-(butane-1,4-diylbis(oxy))diethanol